C1(CC1)CN1C=CC2=NN(C(C(=C21)C=2C=NC(=CC2)C(F)(F)F)=O)C2=CC1=CN(N=C1C=C2)C 5-(cyclopropylmethyl)-2-(2-methyl-2H-indazol-5-yl)-4-(6-(trifluoromethyl)pyridin-3-yl)-2,5-dihydro-3H-pyrrolo[3,2-c]pyridazin-3-one